N-(2-amino-5-chlorophenyl)-N-methyl-methanesulfonamide NC1=C(C=C(C=C1)Cl)N(S(=O)(=O)C)C